3-(2-chloro-5-(difluoromethoxy)phenyl)-1-isopropyl-N-(3-methyl-1,1-dioxidothietan-3-yl)-1H-pyrazolo[4,3-b]pyridine-6-carboxamide ClC1=C(C=C(C=C1)OC(F)F)C1=NN(C=2C1=NC=C(C2)C(=O)NC2(CS(C2)(=O)=O)C)C(C)C